C1(=NC=CC2=CC=CC=C12)\C=N/NC(N(C)C)=S (Z)-2-(Isoquinolin-1-ylmethylene)-N,N-dimethylhydrazine-1-carbothioamide